piperazin-1-yl(tetrahydrofuran-2-yl)methanone (1R,3S)-3-(5-(((benzyloxy)carbonyl)amino)-1-(tert-butyl)-1H-pyrazol-3-yl)cyclopentyl-2-methyltetrahydropyridazine-1(2H)-carboxylate C(C1=CC=CC=C1)OC(=O)NC1=CC(=NN1C(C)(C)C)[C@@H]1C[C@@H](CC1)OC(=O)N1N(CCCC1)C.N1(CCNCC1)C(=O)C1OCCC1